(1-acetyl-4-ethoxypiperidin-4-yl)-5-chloro-1,7-dimethyl-8-((1-methylazetidin-3-yl)oxy)-1,6-naphthyridin-2(1H)-one C(C)(=O)N1CCC(CC1)(OCC)C=1C(N(C2=C(C(=NC(=C2C1)Cl)C)OC1CN(C1)C)C)=O